1-piperidinoethyl-2-[4-(4-chlorobenzoyl) phenoxy]-2-methylpropionate hydrochloride Cl.N1(CCCCC1)C(C)OC(C(C)(C)OC1=CC=C(C=C1)C(C1=CC=C(C=C1)Cl)=O)=O